FC=1C=CC(=NC1)C1=NN(C=C1C1=NN(C2=NC(=CC=C21)C)COCC[Si](C)(C)C)CCOC (3-(5-Fluoropyridin-2-yl)-1-(2-methoxyethyl)-1H-pyrazol-4-yl)-6-methyl-1-((2-(trimethylsilyl)ethoxy)methyl)-1H-pyrazolo[3,4-b]Pyridine